FC(OC1=C(C=C2CCN([C@H](C2=C1)CCC1=CNC2=CC=C(C=C12)OC)C=O)OC)(F)F (S)-7-trifluoromethoxy-1-(2-(5-methoxy-1H-indol-3-yl)ethyl)-6-methoxy-3,4-dihydroisoquinoline-2(1H)-formaldehyde